5-(4-methoxy-1,3-thiazol-2-yl)-2-{3-[(3S)-3-(propan-2-yl)piperazin-1-yl]-1,2,4-triazin-6-yl}phenol COC=1N=C(SC1)C=1C=CC(=C(C1)O)C1=CN=C(N=N1)N1C[C@@H](NCC1)C(C)C